2-((2-ethyl-7-methyl-5-(piperazin-1-yl)pyrazolo[1,5-a]pyrimidin-3-yl)(methyl)amino)-4-(4-fluorophenyl)thiazole-5-carbonitrile C(C)C1=NN2C(N=C(C=C2C)N2CCNCC2)=C1N(C=1SC(=C(N1)C1=CC=C(C=C1)F)C#N)C